C1(=C(C=CC=C1)N1C(C=CC1=O)=O)N1C(C=CC1=O)=O N,N'-(o-phenylene)bismaleimide